fluoro-1-methyl-pyrazol-4-amine FC1=NN(C=C1N)C